(14S)-8-chloro-12,12-dimethyl-2λ6-thia-3,7,9,11,18,23-hexaazatetracyclo[17.3.1.111,14.05,10]tetracosa-1(22),5,7,9,19(23),20-hexaene-2,2,4-trione ClC1=NC=C2C(NS(C3=CC=CC(NCCC[C@H]4CC(N(C2=N1)C4)(C)C)=N3)(=O)=O)=O